N=1N=NC=2C1C(C=CC2)=O 7-benzotriazol-oN